FC=1C=CC=C(C1)C1=CC=CC=C1 5-fluoro-1,1-biphenyl